N4-methyl-5-hydroxy-5-azacytidine CNC1=NC(N([C@H]2[C@H](O)[C@H](O)[C@@H](CO)O2)CN1O)=O